CC1(CC1)NC=1C2=C(N=C(N1)C=1N=NNC1)C=NC=C2 N-(1-methylcyclopropyl)-2-(1H-1,2,3-triazol-4-yl)pyrido[3,4-d]pyrimidin-4-amine